2-(5-amino-2-fluorophenyl)-N,N-dimethyl-2H-pyrazolo[3,4-b]Pyridine-5-amine NC=1C=CC(=C(C1)N1N=C2N=CC(=CC2=C1)N(C)C)F